allyl 3-methyl-1,4-diphenyl-1H-pyrrole-2-carboxylate CC1=C(N(C=C1C1=CC=CC=C1)C1=CC=CC=C1)C(=O)OCC=C